aluminium diethylphosphinate salt C(C)P([O-])(=O)CC.[Al+3].C(C)P([O-])(=O)CC.C(C)P([O-])(=O)CC